7-(3-(2-oxa-7-azaspiro[3.5]nonan-7-yl)-7,8-dihydro-1,6-naphthyridin-6(5H)-yl)-2,8,9-trimethyl-4H-pyrimido[1,2-b]pyridazin-4-one C1OCC12CCN(CC2)C=2C=NC=1CCN(CC1C2)C=2C(=C(C=1N(N2)C(C=C(N1)C)=O)C)C